2-(di-tert-butyl-phosphino)-1-phenyl-1h-pyrrole C(C)(C)(C)P(C=1N(C=CC1)C1=CC=CC=C1)C(C)(C)C